OC(CCCCCCCCCCC(=O)O)CCCCCCCCCCCCCCCCC 12-Hydroxy-nonacosanoic acid